3,3-dimethylpropylenebromide CC(C(CBr)Br)C